N2-[4-(4-tert-butylpiperazin-1-yl)sulfonylphenyl]-N4-[2-(6-methyl-2-pyridyl)pyrimidin-4-yl]pyrimidine-2,4-diamine C(C)(C)(C)N1CCN(CC1)S(=O)(=O)C1=CC=C(C=C1)NC1=NC=CC(=N1)NC1=NC(=NC=C1)C1=NC(=CC=C1)C